FC=1C=CC(=NC1)NC1=NC=C(C(=O)NC([2H])([2H])[2H])C(=C1)NC1=C2N(C[C@@H]3N(C2=CC=C1)C(CC3)=O)C (R)-6-((5-fluoropyridin-2-yl)amino)-N-(methyl-d3)-4-((5-methyl-1-oxo-1,2,3,3a,4,5-hexahydropyrrolo[1,2-a]quinoxalin-6-yl)amino)nicotinamide